((2S,3S)-3-benzyl-1,4-dioxaspiro[4.5]decan-2-yl)methyl sulfamate S(N)(OC[C@@H]1OC2(O[C@H]1CC1=CC=CC=C1)CCCCC2)(=O)=O